6-(1-benzyl-1H-pyrazol-4-yl)-5-(2,2-dimethoxyethyl)pyrimidin-4-amine C(C1=CC=CC=C1)N1N=CC(=C1)C1=C(C(=NC=N1)N)CC(OC)OC